CCCCCCCCC(=O)O.C(=O)(O)C1=CC=C(OC(C)(C)OC2=CC=C(C=C2)C(=O)O)C=C1 bis(p-carboxyphenoxy)propane octane-8-carboxylate